(S)-1-(4-(3-((1r,3r,5S,7r)-3,5-dimethyladamantan-1-yl)ureido)-3-fluorobenzyl)piperidine-3-carboxylic acid ethyl ester C(C)OC(=O)[C@@H]1CN(CCC1)CC1=CC(=C(C=C1)NC(=O)NC12C[C@]3(C[C@](CC(C1)C3)(C2)C)C)F